O1CC(CC1)C=1C(=C(C(=NC1)N)N)C1COCC1 Bis(tetrahydrofuran-3-yl)pyridine-2,3-diamine